(2R,3S)-3-((5-fluoro-2-(6-(fluoromethyl)-3-methoxyquinolin-8-yl)benzo[d]thiazol-6-yl) oxy)butan-2-yl (2-methylpyrimidin-5-yl)carbamate CC1=NC=C(C=N1)NC(O[C@H](C)[C@H](C)OC1=CC2=C(N=C(S2)C=2C=C(C=C3C=C(C=NC23)OC)CF)C=C1F)=O